(3R,4R)-3-(4-(benzyloxy)-3-phenylethoxybenzyl)-4-(3,4-dimethoxybenzyl)dihydrofuran-2(3H)-one C(C1=CC=CC=C1)OC1=C(C=C(C[C@H]2C(OC[C@@H]2CC2=CC(=C(C=C2)OC)OC)=O)C=C1)OCCC1=CC=CC=C1